γ-Isocyanatopropyltriethoxysilane N(=C=O)CCC[Si](OCC)(OCC)OCC